C(C)(C)(C)[SiH2]OC(C(C(=O)O)CCC(F)(F)F)(C)C 2-(tert-butyl-dimethyl-silanyloxymethyl)-5,5,5-trifluoro-pentanoic acid